C[C@@H]1O[C@@H](CN(C1)C1=CC=CC(=N1)C1=NC2=CC(=NC=C2C=C1)CNC(=O)C1=CC=C2CCN(C2=C1)S(=O)(=O)C1CCOCC1)C N-((2-(6-((cis)-2,6-dimethylmorpholino)pyridin-2-yl)-1,6-naphthyridin-7-yl)methyl)-1-((tetrahydro-2H-pyran-4-yl)sulfonyl)indoline-6-carboxamide